1-((2-(3,8-diazabicyclo[3.2.1]octan-3-yl)-7-(isothiazol-3-yl)benzo[d]oxazol-4-yl)oxy)-1,1-difluoro-2-methylpropan-2-ol C12CN(CC(CC1)N2)C=2OC1=C(N2)C(=CC=C1C1=NSC=C1)OC(C(C)(O)C)(F)F